ClC1=NC(=CC(=C1)C1=CC=CC=C1)SC 2-chloro-6-(methylthio)-4-phenylpyridine